C(C1=CC=CC=C1)C=1N(C=2C(=C3CC[C@@H](N(C3=CC2)C(=O)OC)C)N1)CCN1CC2(CCS2(=O)=O)C1 methyl (S)-2-benzyl-3-(2-(1,1-dioxido-1-thia-6-azaspiro[3.3]heptan-6-yl)ethyl)-7-methyl-3,7,8,9-tetrahydro-6H-imidazo[4,5-f]quinoline-6-carboxylate